C12N[C@@H](C(CC1)CC2)C(=O)N2CCC(CC2)C(=O)C2=CN(C1=CN=CC=C12)C1=C(C(=O)N(C(C)C)C(C)C)C=C(C=C1)F (S)-2-(3-(1-(2-Azabicyclo[2.2.2]octane-3-carbonyl)piperidine-4-carbonyl)-1H-pyrrolo[2,3-c]pyridin-1-yl)-5-fluoro-N,N-diisopropylbenzamide